methyl-N-chloroacetylglycine CN(CC(=O)O)C(CCl)=O